IC=1C=C(C=CC1)C=1N=C(C(=C(C(=O)OCC)C1)[N+](=O)[O-])C ethyl 6-(3-iodophenyl)-2-methyl-3-nitroisonicotinate